2-(5-(but-2-yn-1-yloxy)-1,3,4-oxadiazol-2-yl)-N-(4-(trifluoromethyl)phenyl)aniline C(C#CC)OC1=NN=C(O1)C1=C(NC2=CC=C(C=C2)C(F)(F)F)C=CC=C1